ClC1=C(C=C(OCC(=O)NC23CC(C2)(C3)C=3OC(=NN3)C3(CC3)COC(F)(F)F)C=C1)F 2-(4-Chloro-3-fluoro-phenoxy)-N-[3-[5-[2-trans-(trifluoromethoxymethyl)cyclopropyl]-1,3,4-oxadiazol-2-yl]-1-bicyclo[1.1.1]pentanyl]acetamide